ClC=1C(=NC=C(C1C)C=1C=NN(C1)C1CCOCC1)C#N 3-Chloro-4-methyl-5-(1-(tetrahydro-2H-pyran-4-yl)-1H-pyrazol-4-yl)picolinonitrile